N-(2-hydroxyethyl)isoindoline [3-[2-isopropyl-5-(trifluoromethyl)pyrazol-3-yl]-2-methyl-propyl]methanesulfonate C(C)(C)N1N=C(C=C1CC(CCS(=O)(=O)O)C)C(F)(F)F.OCCN1CC2=CC=CC=C2C1